C(C1=CC=CC=C1)C1=CC2=C(N=C(N=C2Cl)C2=CC=NC=C2)C=N1 6-benzyl-4-chloro-2-(pyridin-4-yl)pyrido[3,4-d]pyrimidine